BrCC12OC3(CC3)C(C1)C2 4-(bromomethyl)-3-oxaspiro[bicyclo[2.1.1]hexane-2,1-cyclopropane]